(2R)-2-(2-((3R,4R)-3-Amino-4-fluoro-1-piperidinyl)-5,6-difluoro-1H-benzimidazol-1-yl)-N,N-dimethylpropanamid N[C@@H]1CN(CC[C@H]1F)C1=NC2=C(N1[C@@H](C(=O)N(C)C)C)C=C(C(=C2)F)F